5-(1-ethylcyclohexyloxymethyl-oxycarbonyl)-7-oxo-bicyclo[2.2.1]Hept-2-ene C(C)C1(CCCCC1)OCOC(=O)C1C2C=CC(C1)C2=O